C(C)(=O)N1CCC(CC1)C(C)(C1=C(C=C(C(=C1)Cl)Cl)OC)NS(=O)C(C)(C)C N-[1-(1-acetylpiperidin-4-yl)-1-(4,5-dichloro-2-methoxyphenyl)ethyl]-2-methylpropane-2-sulfinamide